N[C@H]1[C@@H](CCCC1)O (1r,2r)-2-aminocyclohexane-1-ol